4,5-dihydroisoxazol-5-carboxylate hydrochloride Cl.O1N=CCC1C(=O)O